CN(CCCC(=O)OC(I)I)C diiodo-methyl 4-dimethylaminobutyrate